(R)-4-cyano-N-(4-phenylpyridin-2-yl)morpholine-2-carboxamide C(#N)N1C[C@@H](OCC1)C(=O)NC1=NC=CC(=C1)C1=CC=CC=C1